CN(C(=O)N1CCN(CC1)C=1C=2N(C=C(C1)S(NC1(CC1)C)(=O)=O)C(=CN2)C=2C=NN(C2)C)C N,N-dimethyl-4-(3-(1-methyl-1H-pyrazol-4-yl)-6-(N-(1-methylcyclopropyl)sulfamoyl)imidazo[1,2-a]pyridin-8-yl)piperazine-1-carboxamide